5-(4-[[1-(diphenylmethyl)piperidin-4-yl]oxy]-2,3-dihydro-1H-isoindol-2-yl)-4-(trifluoromethyl)-2,3-dihydropyridazin-3-one C1(=CC=CC=C1)C(N1CCC(CC1)OC1=C2CN(CC2=CC=C1)C1=C(C(NN=C1)=O)C(F)(F)F)C1=CC=CC=C1